C(C)O[Si](CCCN1CN(CN(C1)CCC[Si](OCC)(OCC)OCC)CCC[Si](OCC)(OCC)OCC)(OCC)OCC 1,3,5-tris[3-(triethoxysilyl)propyl]-1,3,5-triazine